5-(3-fluoro-4-(4-((pyridin-2-ylmethyl)carbamoyl)-1H-1,2,3-triazol-1-yl)butyl)-N-((4-(trifluoromethyl)pyridin-2-yl)methyl)-1,3,4-thiadiazole-2-carboxamide FC(CCC1=NN=C(S1)C(=O)NCC1=NC=CC(=C1)C(F)(F)F)CN1N=NC(=C1)C(NCC1=NC=CC=C1)=O